C(C)N(C1=CC=C2C=C(C(NC2=C1)=O)C(=O)O)CC 7-(diethylamino)-2-oxo-1,2-dihydroquinoline-3-carboxylic acid